monoglyceryl behenate C(CCCCCCCCCCCCCCCCCCCCC)(=O)OCC(O)CO